C(C)N(C(=O)[C@H]1CN([C@@H]2CC=3C4=C(C2=C1)C=CC=C4NC3)CC3=C(C=CC=C3)C)CC (6aR,9R)-N,N-diethyl-7-(2-methylbenzyl)-4,6,6a,7,8,9-hexahydroindolo[4,3-fg]quinoline-9-carboxamide